(E)-N-(4-(8-(4-chloro-1,2-dimethyl-6-(trifluoromethyl)-1H-benzo[d]imidazol-5-yl)indolizine-3-carbonyl)-2,3,6-trifluorophenyl)-4-(((1r,4r)-4-methoxycyclohexyl)amino)but-2-enamide ClC1=C(C(=CC=2N(C(=NC21)C)C)C(F)(F)F)C2=CC=CN1C(=CC=C21)C(=O)C2=C(C(=C(C(=C2)F)NC(\C=C\CNC2CCC(CC2)OC)=O)F)F